6-[(2S)-2-aminopropyl]-7-methyl-N-[(1H-pyrazol-1-yl)methyl]thieno[3,2-c]pyridazin-4-amine N[C@H](CC1=C(C=2N=NC=C(C2S1)NCN1N=CC=C1)C)C